C1(=CC=C(C=C1)COC1=C(C=C2C[C@H](N(CC2=C1Br)CC1=CC=CC=C1)C(=O)NS(=O)(=O)C1=CC(=C(C=C1)Cl)[N+](=O)[O-])Br)C1=CC=CC=C1 (S)-7-([1,1'-biphenyl]-4-ylmethoxy)-2-benzyl-6,8-dibromo-N-((4-chloro-3-nitrophenyl)sulfonyl)-1,2,3,4-tetrahydroisoquinoline-3-carboxamide